C(C)OC(=O)C=1N=C(SC1)N(CC1=CC(=CC=C1)OC)CC(C)C.C(C)NN(C(C(=C)CCC)=O)NCC N,N-diethylaminopropyl-acrylamide ethyl-2-(isobutyl(3-methoxybenzyl)amino)thiazole-4-carboxylate